decafluoro-1-n-hexanol FC(C(C(C(C(O)(F)F)(F)F)(F)F)(F)F)(C)F